COC=1C=C(SC1)C(CC1OC2=CC=C(C=C2CC1C(=O)N)OC1=CC=NC=2NC(CCC12)=O)=O [2-(4-methoxy-2-thienyl)-2-oxo-ethyl]-6-[(7-oxo-6,8-dihydro-5H-1,8-naphthyridin-4-yl)oxy]chroman-3-carboxamide